racemic-trans-tert-butyl 2-{3-[3-methyl-4-[2-(methylsulfanyl)-1H-1,3-benzodiazol-1-yl]piperidine-1-carbonyloxy]propoxy}acetate C[C@@H]1CN(CC[C@H]1N1C(=NC2=C1C=CC=C2)SC)C(=O)OCCCOCC(=O)OC(C)(C)C |r|